C(C)(C)(C)OC(=O)N1C(CNCC1)C(CCC1=CC2=C(N(C(N2C)=O)C2C(NC(CC2)=O)=O)C=C1)=O (3-(1-(2,6-Dioxopiperidin-3-yl)-3-methyl-2-oxo-2,3-dihydro-1H-benzo[d]imidazol-5-yl)propionyl)piperazine-1-carboxylic acid tert-butyl ester